4'-((2,6-difluoro-4-((2r,5r)-5-pentyl-1,3-dioxan-2-yl)phenyl)ethynyl)-2',3,5,6'-tetrafluoro-[1,1'-biphenyl]-4-carbonitrile FC1=C(C(=CC(=C1)C1OCC(CO1)CCCCC)F)C#CC1=CC(=C(C(=C1)F)C1=CC(=C(C(=C1)F)C#N)F)F